hexa(trimethylsilylethynyl)benzene C[Si](C)(C)C#CC1=C(C(=C(C(=C1C#C[Si](C)(C)C)C#C[Si](C)(C)C)C#C[Si](C)(C)C)C#C[Si](C)(C)C)C#C[Si](C)(C)C